FC1=C(C=CC(=C1F)OC)C1=CN=C2N1C=CN=C2NC2=CC(=C(C(=O)NC1CN(C1)C(=O)[C@H]1NC[C@@H](C1)O)C=C2)C 4-((3-(2,3-difluoro-4-methoxyphenyl)imidazo[1,2-a]pyrazin-8-yl)amino)-N-(1-((2S,4R)-4-hydroxypyrrolidine-2-carbonyl)azetidin-3-yl)-2-methylbenzamide